2-((4-((2-(4-Fluoro-2-methylbenzoyl)-6-hydroxybenzo[b]thiophen-3-yl)oxy)phenyl)amino)-2-oxoacetic acid FC1=CC(=C(C(=O)C2=C(C3=C(S2)C=C(C=C3)O)OC3=CC=C(C=C3)NC(C(=O)O)=O)C=C1)C